2,5-dioxopyrrolidin-1-yl-tetrahydro-2H-pyran-4-carboxylate O=C1N(C(CC1)=O)C1OCCC(C1)C(=O)[O-]